4-((4-fluorobenzyl)amino)-((4-oxobutyl)amino)-3-(cyclopropylmethoxy)-5-nitrobenzamide FC1=CC=C(CNC2=C(C(=C(C(=O)N)C=C2[N+](=O)[O-])NCCCC=O)OCC2CC2)C=C1